2-(4-(benzyloxy)-7-methyl-1H-indol-3-yl)-N-methyl-2-oxo-N-propyl-acetamide C(C1=CC=CC=C1)OC1=C2C(=CNC2=C(C=C1)C)C(C(=O)N(CCC)C)=O